C(CCC(=O)[O-])(=O)OCCCCO hydroxybutyl succinate